1-(3-(4-amino-5-(4-(cyclopropane-carbonyl)phenyl)-7-methyl-7H-pyrrolo[2,3-d]pyrimidin-6-yl)pyrrolidin-1-yl)prop-2-en-1-one NC=1C2=C(N=CN1)N(C(=C2C2=CC=C(C=C2)C(=O)C2CC2)C2CN(CC2)C(C=C)=O)C